N-(4-hydroxyphenyl)-4-hydroxybenzoamide OC1=CC=C(C=C1)NC(C1=CC=C(C=C1)O)=O